6-Bromo-N-(1-methylpiperidin-4-yl)-2-[4-(4-{2-[(1-methyl-1H-pyrazol-5-yl)amino]ethyl}piperazin-1-yl)phenyl]-3H-imidazo[4,5-b]pyridin-7-amine BrC=1C(=C2C(=NC1)NC(=N2)C2=CC=C(C=C2)N2CCN(CC2)CCNC2=CC=NN2C)NC2CCN(CC2)C